C(C)(C)(C)OC(=O)N1C[C@@H](C[C@@H](C1)NC1=NC=C(C(=N1)C1=CNC2=NC(=CC=C21)C=2SC=CN2)C(F)(F)F)C(=O)O (3R,5S)-1-tert-butoxycarbonyl-5-[[4-(6-thiazol-2-yl-1H-pyrrolo[2,3-b]pyridin-3-yl)-5-(trifluoromethyl)pyrimidin-2-yl]amino]piperidine-3-carboxylic Acid